[1-[4-[Methyl(tetrahydropyran-4-yl)amino]-5-oxido-6,7-dihydrothieno[3,2-d]pyrimidin-5-ium-2-yl]azetidin-3-yl]-isothiazol-4-carboxylat CN(C=1C2=C(N=C(N1)N1CC(C1)OC(=O)C=1C=NSC1)CC[S+]2[O-])C2CCOCC2